CC=1N(C(=CC1)C)C=1C=C(C=CC1)[C@H](CC(=O)O)NC(=O)NC=1C(N(C=C(C1O)C)C)=O (S)-3-(3-(2,5-dimethyl-1H-pyrrol-1-yl)phenyl)-3-(3-(4-hydroxy-1,5-dimethyl-2-oxo-1,2-dihydropyridin-3-yl)ureido)propanoic acid